ClC1=NC(=CC(=C1C(=O)O)C)Cl 2,6-dichloro-4-methyl-pyridine-3-carboxylic acid